6-Chloro-3-[1-[2-(2,7-dimethylindazol-5-yl)-6-methyl-4-oxo-chromen-8-yl]ethylamino]pyridine-2-carboxylic acid ClC1=CC=C(C(=N1)C(=O)O)NC(C)C=1C=C(C=C2C(C=C(OC12)C1=CC2=CN(N=C2C(=C1)C)C)=O)C